2-amino-N,3-dimethylbenzamide NC1=C(C(=O)NC)C=CC=C1C